C(C=C)OCC1(CN(CCC1)CC1COC2=C(O1)C=CC=C2)CC 3-allyloxymethyl-1-(2,3-dihydrobenzo[1,4]dioxin-2-ylmethyl)-3-ethylpiperidine